CC1=NC(=CC(=N1)NC1=NN2C(C=C(C=C2)C2=C(C=NC(=C2)C)OCC(C(F)(F)F)(O)C)=C1)C 3-((4-(2-((2,6-Dimethylpyrimidin-4-yl)amino)pyrazolo[1,5-a]pyridin-5-yl)-6-methylpyridin-3-yl)oxy)-1,1,1-trifluoro-2-methylpropan-2-ol